FC1CC(CC1O)C(=O)OC methyl (trans)-3-fluoro-4-hydroxycyclopentane-1-carboxylate